[5-[3-chloro-4-[[(Z)-[3-(2-isopropyl-5-methyl-phenyl)-4-oxo-thiazolidine-2-ylidene]carbamoyl]amino]phenyl]-2-methyl-1,2,4-triazol-3-yl]-4-(trifluoromethoxy)benzamide ClC=1C=C(C=CC1NC(\N=C\1/SCC(N1C1=C(C=CC(=C1)C)C(C)C)=O)=O)C=1N=C(N(N1)C)C1=C(C(=O)N)C=CC(=C1)OC(F)(F)F